(1-methyl-6-(pyrazin-2-yl)-1H-pyrazolo[3,4-d]pyrimidin-4-yl)amino-N-(3-(trifluoromethyl)-phenyl)benzamide CN1N=CC=2C1=NC(=NC2NC2=C(C(=O)NC1=CC(=CC=C1)C(F)(F)F)C=CC=C2)C2=NC=CN=C2